C(SCN1C(C=2C(C1=O)=CC=CC2)=O)(SC(C2=CC=CC=C2)(C2=CC=CC=C2)C2=CC=CC=C2)=S phthalimidomethyl trityl trithiocarbonate